C(C(C)C)N(CCC(=O)NCCC(=O)NCCC(=O)O)CC(C)C 3-{3-[3-(diisobutylamino)propionyl-amino]propionylamino}propanoic acid